FC1=C(C=CC(=C1)F)C(N1C[C@@H](N(C[C@H]1C)C1=CC(N(C=2C=CC(=NC12)C#N)C)=O)C)C1=NC=C(C=C1)F 8-[(2s,5r)-4-[(2,4-difluorophenyl)(5-fluoropyridin-2-yl)methyl]-2,5-dimethylpiperazin-1-yl]-5-methyl-6-oxo-5,6-dihydro-1,5-naphthyridine-2-carbonitrile